C(#N)C=1C=C(C=CC1S(NC1CCCCC1)(=O)=O)C=1N(C2=C(C=C(C=C2C(C1C(=O)O)=O)F)OC)C1CC1 (3-cyano-4-(N-cyclohexylsulfamoyl)phenyl)-1-cyclopropyl-6-fluoro-8-methoxy-4-oxo-1,4-dihydroquinoline-3-carboxylic acid